3-[(tert-butyldimethylsilyl)oxylazetidin-1-yl]-5-methoxypyrimidin-4-amine [Si](C)(C)(C(C)(C)C)OC1N(CC1)N1CN=CC(=C1N)OC